1-(4-fluorophenyl)-3,4-dihydroisoquinoline-2(1H)-carboxylic acid (S)-((1r,5S,9r)-3-oxa-7-azabicyclo[3.3.1]non-9-yl) ester [C@H]12COC[C@H](CNC1)C2OC(=O)N2C(C1=CC=CC=C1CC2)C2=CC=C(C=C2)F